1-benzyl-2-{1-benzyl-6-chloro-1H-pyrazolo[3,4-d]pyrimidin-4-yl}hydrazine C(C1=CC=CC=C1)NNC1=C2C(=NC(=N1)Cl)N(N=C2)CC2=CC=CC=C2